O[C@H]1CN(CC1)CC=1C(=NN(C1)C1=NC(=NC=C1C)NC=1C(=CC(=C(C1)NC(C=C)=O)N1CCOCC1)OC)C (R)-N-(5-(4-(4-((3-hydroxypyrrolidin-1-yl)methyl)-3-methyl-1H-pyrazol-1-yl)-5-methylpyrimidin-2-ylamino)-4-methoxy-2-morpholinophenyl)acrylamide